FC1=C(C=C(C=C1)S(=O)(=O)NC1(CC1)CF)[N+](=O)[O-] 4-fluoro-N-[1-(fluoromethyl)cyclopropyl]-3-nitro-benzenesulfonamide